1-(2-chloro-5-fluorophenyl)cyclobutane ClC1=C(C=C(C=C1)F)C1CCC1